ClC1=CC=C(C=N1)C(C)N1CCN(CC1)C(=O)OC(C)(C)C tert-butyl 4-[1-(6-chloropyridin-3-yl)ethyl]piperazine-1-carboxylate